C(C)N(S(=O)C(C)(C)C)[C@H](C)C1=NC=C(C(=C1)C=1N=C(C=2N(C1)C=CN2)OCCCCCCO)OC N-ethyl-N-((R)-1-(4-(8-((6-hydroxyhexyl)oxy)imidazo[1,2-a]pyrazin-6-yl)-5-methoxypyridin-2-yl)ethyl)-2-methylpropane-2-sulfinamide